BrC1=CC(=C(C=C1)N1CCN(CC1)C(=O)OC(C)(C)C)C(F)F tert-butyl 4-[4-bromo-2-(difluoromethyl)phenyl]piperazine-1-carboxylate